ClC=1C=C2C(=NC=NC2=C(C1C1=C(C=CC=C1O)F)F)N1CC2(C1)CN(CC2)C(C=C)=O 1-(2-(6-chloro-8-fluoro-7-(2-fluoro-6-hydroxyphenyl)quinazolin-4-yl)-2,6-diazaspiro[3.4]octan-6-yl)prop-2-en-1-one